5-((1-((7-ethyl-6-oxo-5,6-dihydro-1,5-naphthyridin-3-yl)methyl)azetidin-3-yl)oxy)-N-methylpicolinamide C(C)C=1C(NC=2C=C(C=NC2C1)CN1CC(C1)OC=1C=CC(=NC1)C(=O)NC)=O